ClC=1C(=C(C=CC1)NC1=NC=NC2=CC(=C(C=C12)[C@@H]1CNCCC1)OC)F (R)-N-(3-chloro-2-fluorophenyl)-7-methoxy-6-(piperidin-3-yl)quinazolin-4-amine